[N+](=O)([O-])C=1C(=NC=CC1)C(C#N)C#N 2-(3-nitropyridin-2-yl)malononitrile